(R)-2-(3-(4-amino-3-(2-fluoro-4-(phenoxy)phenyl)-1H-pyrazolo[3,4-d]pyrimidin-1-yl)piperidine-1-carbonyl)-3-cyclopropylacrylonitrile NC1=C2C(=NC=N1)N(N=C2C2=C(C=C(C=C2)OC2=CC=CC=C2)F)[C@H]2CN(CCC2)C(=O)C(C#N)=CC2CC2